trans-6-chloro-N-(5-chloro-1-cyclopropyl-1H-pyrazol-4-yl)-7-(8-(oxetan-3-yl)-8-azabicyclo[3.2.1]octan-3-yl)quinazolin-2-amine ClC=1C=C2C=NC(=NC2=CC1C1CC2CCC(C1)N2C2COC2)NC=2C=NN(C2Cl)C2CC2